CC1(C=CC2=C(OC[C@@H]3N2CCN(C3)C(=O)OC(C)(C)C)N1)C(=O)[O-] 3-(tert-Butyl) 8-methyl-(R)-1,2,4a,5-tetrahydropyrazino[1,2-d]pyrido[2,3-b][1,4]oxazine-3,8(4H)-dicarboxylate